benzyl (R)-2-(((benzyloxy)carbonyl)amino)-3-(5-fluoro-2'-methoxy-[1,1'-biphenyl]-3-carboxamido)propanoate C(C1=CC=CC=C1)OC(=O)N[C@@H](C(=O)OCC1=CC=CC=C1)CNC(=O)C=1C=C(C=C(C1)F)C1=C(C=CC=C1)OC